FC=1C=C(C=C(C1CN1CCCCC1)F)C1=CC=2C(=NC=CC2C=2C=C3C(=NNC3=CC2)N)N1 5-(2-(3,5-difluoro-4-(piperidin-1-ylmethyl)phenyl)-1H-pyrrolo[2,3-b]pyridin-4-yl)-1H-indazol-3-amine